dichloro{(R)-(+)-2,2'-bis[di(3,5-xylyl)phosphino]-1,1'-binaphthyl} ClC1=C(C(=C(C2=CC=CC=C12)C1=C(C=CC2=CC=CC=C12)P(C1=CC(=CC(=C1)C)C)C1=CC(=CC(=C1)C)C)P(C1=CC(=CC(=C1)C)C)C1=CC(=CC(=C1)C)C)Cl